ClC1=C2C=CN(N(C2=CC=C1)C(=O)OCC)C(=O)OCC diethyl 5-chlorocinnoline-1,2-dicarboxylate